(+)-menthylcarbonate C1(CC(C(CC1)C(C)C)OC([O-])=O)C